(2S,3S,4R)-1-O-(α-D-galactosyl)-2-(N-eicosanoylamino)-1,3,4-nonanetriol [C@H]1([C@H](O)[C@@H](O)[C@@H](O)[C@H](O1)CO)OC[C@@H]([C@@H]([C@@H](CCCCC)O)O)NC(CCCCCCCCCCCCCCCCCCC)=O